NC=1C=2N(C=CN1)C(=NC2C2=CC=C(CNC(C1=C(C=CC=C1)OC)=O)C=C2)C2CCC(CC2)O N-{4-[8-Amino-3-(4-hydroxy-cyclohexyl)-imidazo[1,5-a]pyrazin-1-yl]-benzyl}-2-methoxy-benzamide